(8S,8aR)-2-(3-(hydroxymethyl)bicyclo[1.1.1]Pentane-1-yl)-3-oxooctane OCC12CC(C1)(C2)C(C)C(CCCCC)=O